O1C(=CC=C1)C(=O)O.COC1=C2C(C=CC(C2=C(C=C1)OC)=NO)=NO 5,8-dimethoxy-1,4-naphthalenedione dioxime furan-2-carboxylate